Iodostearic Acid CCCCCCCCCC(CCCCCCCC(=O)O)I